C(C(=C)CC(=O)O)(=O)O.C(C(=C)CC(=O)O)(=O)O.C(C(=C)CC(=O)O)(=O)O.OCC(CO)(COCC(CO)(CO)CO)CO dipentaerythritol trisitaconate